N-decylanilinium [tetrakis(perfluorophenyl)borate] FC1=C(C(=C(C(=C1F)F)F)F)[B-](C1=C(C(=C(C(=C1F)F)F)F)F)(C1=C(C(=C(C(=C1F)F)F)F)F)C1=C(C(=C(C(=C1F)F)F)F)F.C(CCCCCCCCC)[NH2+]C1=CC=CC=C1